2-(4-Fluoro-2-isopropyl-6-(2-methoxypyridin-4-yl)phenyl)-N-((4-(2-hydroxypropan-2-yl)thiophen-2-yl)sulfonyl)acetamide FC1=CC(=C(C(=C1)C1=CC(=NC=C1)OC)CC(=O)NS(=O)(=O)C=1SC=C(C1)C(C)(C)O)C(C)C